(1R,2S,4R)-2-(ethoxymethyl)-2-(hydroxymethyl)-4-methyl-quinuclidin-3-one C(C)OC[C@@]1(N2CCC(C1=O)(CC2)C)CO